4-((1r,3r)-3-Amino-2,2,4,4-tetramethylcyclobutoxy)-2-chlorobenzonitrile TFA Salt OC(=O)C(F)(F)F.NC1C(C(C1(C)C)OC1=CC(=C(C#N)C=C1)Cl)(C)C